3-trimethylsilyl-prop-2-ynyl chloride C[Si](C#CCCl)(C)C